C(C=C)(=O)N1C[C@@H](CCC1)N1N=C(C=2C1=NC=NC2N)C(=O)NC2=C(C(=C(C=C2)CC(=O)N(C)C)C)C (R)-1-(1-acryloylpiperidin-3-yl)-4-amino-N-(4-(2-(dimethylamino)-2-oxoethyl)-2,3-dimethylphenyl)-1H-pyrazolo[3,4-d]pyrimidine-3-carboxamide